C[C@H](C(C)C)N(C1=CC=CC=C1)C(CC1(CCN(CC1)C(N(C)C1=CC=C(C=C1)F)=O)C(=O)O)=O |r| Racemic-4-[2-(N-[1,2-dimethylpropyl]anilino)-2-oxo-ethyl]-1-[(4-fluorophenyl)-methyl-carbamoyl]piperidine-4-carboxylic acid